NC=1NC(C=2N(C(N(C2N1)[C@@H]1O[C@@H](C[C@H]1O)[C@H](CC)O)=O)CCO)=O 2-amino-9-((2R,3R,5S)-3-hydroxy-5-((S)-1-hydroxypropyl)tetrahydrofuran-2-yl)-7-(2-hydroxyethyl)-7,9-dihydro-1H-purine-6,8-dione